N-((1-(4-amino-1-phenoxycyclohexane-1-carbonyl)piperidin-4-yl)methyl)-2-chloroacetamide hydrochloride Cl.NC1CCC(CC1)(C(=O)N1CCC(CC1)CNC(CCl)=O)OC1=CC=CC=C1